tert-Butyl 3-(4-(N-(2-(tert-butoxycarbonylamino)acetoxy)carbamimidoyl)thiazole-2-carbonyl)-1H-indole-1-carboxylate C(C)(C)(C)OC(=O)NCC(=O)ONC(=N)C=1N=C(SC1)C(=O)C1=CN(C2=CC=CC=C12)C(=O)OC(C)(C)C